NCCOCCOCCOCCOCCC(N[C@H](C(NC(C)C)=O)C(C)C)=O (17S,20S)-1-amino-17-isopropyl-20-methyl-15,18-dioxo-3,6,9,12-tetraoxa-16,19-diaza-heneicosane